BrC=1C=2N(C=C(C1)OCC(C)(O)C)N=CC2Cl 1-((4-Bromo-3-chloropyrazolo[1,5-a]pyridin-6-yl)oxy)-2-methylpropan-2-ol